ClC1=C(C=C2C=C(N=CC2=C1)NC(=O)[C@H]1[C@@](C1)(C1COCC1)C)N1CCN(CC1)[C@]1(COC[C@H]1O)C (1R,2S)-N-[7-chloro-6-[4-((3S,4S)-4-hydroxy-3-methyl-tetrahydrofuran-3-yl)piperazin-1-yl]-3-isoquinolyl]-2-methyl-2-tetrahydrofuran-3-yl-cyclopropanecarboxamide